COC(=O)C=1C=C2C(N(C(C2=CC1)=O)C1=C(C=C(C=C1)C1=CC=CC=C1)C(=O)OC)=O 2-(3-Methoxycarbonylbiphenyl-4-yl)-1,3-dioxo-2,3-dihydro-1H-isoindole-5-carboxylic acid methylester